FC(C)(F)N1N=C(C(=C1)F)[S@](=O)(N)=NC(NC1=C2C(=NC(=C1C)C(F)(F)F)CCC2)=O |o1:10| (S) or (R)-1-(1,1-Difluoroethyl)-4-fluoro-N'-((3-methyl-2-(trifluoromethyl)-6,7-dihydro-5H-cyclopenta[b]pyridin-4-yl)carbamoyl)-1H-pyrazole-3-sulfonimidamide